5-chloro-2-methyl-benzothiazole ClC=1C=CC2=C(N=C(S2)C)C1